1-hexyl-4-ethylpyridinium fluoride [F-].C(CCCCC)[N+]1=CC=C(C=C1)CC